(3S,4S)-1-cyclohexyl-4-{[5-(2,4-difluoro-phenyl)-isoxazole-3-carbonyl]-amino}-piperidine-3-carboxylic acid benzylamide C(C1=CC=CC=C1)NC(=O)[C@H]1CN(CC[C@@H]1NC(=O)C1=NOC(=C1)C1=C(C=C(C=C1)F)F)C1CCCCC1